C(C)(=O)C1=CN(C2=C(C=C(C=C12)C=1C=NC(=NC1)C)C)CC(=O)N1[C@@H]2C[C@@]2(C[C@H]1C(=O)NC1=NC(=CC=C1Cl)C(F)(F)F)C (1R,3S,5R)-2-(2-(3-acetyl-7-methyl-5-(2-methylpyrimidin-5-yl)-1H-indol-1-yl)acetyl)-N-(3-chloro-6-(trifluoromethyl)pyridin-2-yl)-5-methyl-2-azabicyclo[3.1.0]hexane-3-carboxamide